FC1=C(C=CC(=C1)F)C1CCC=2N1C=C(N2)NC([C@@H](C)O)=O (2R)-N-(5-(2,4-difluorophenyl)-6,7-dihydro-5H-pyrrolo[1,2-a]imidazol-2-yl)-2-hydroxypropanamide